[C@H]12COC[C@@H]2C1NC(=O)C=1C=C(C2=C([C@H](CO2)C2=CC=CC=C2)C1)C(=O)NC (R)-N5-((1R,5S,6r)-3-oxabicyclo[3.1.0]hexan-6-yl)-N7-methyl-3-phenyl-2,3-dihydrobenzofuran-5,7-dicarboxamide